lithium-copper-zinc [Zn].[Cu].[Li]